Cl.ClC=1C2=CN(N=C2C=CC1C1=NNC2=NC(=C(N=C21)C)N2C[C@H]([C@H](CC2)N)F)C (3R,4S)-1-[3-(4-chloro-2-methyl-2H-indazol-5-yl)-5-methyl-1H-pyrazolo[3,4-b]pyrazin-6-yl]-3-fluoropiperidin-4-amine, hydrochloride